5'-bromo-2-fluoro-2'-hydroxy-[1,1'-biphenyl]-4-carboxylic acid methyl ester COC(=O)C1=CC(=C(C=C1)C1=C(C=CC(=C1)Br)O)F